C(C)(C)(C)OC(=O)N1CCC2=C(C=CC=C12)N.C(#N)C(C)(C)NC1=C2CCN(C2=CC=C1)C(=O)OC(C)(C)C tert-butyl 4-((2-cyanopropan-2-yl)amino)indolin-1-carboxylate Tert-butyl-4-aminoindolin-1-carboxylate